N-{(3S,4S)-1-[(p-fluorophenyl)methyl]-3-methyl-4-piperidyl}-6-{3-[4-(N-methylcarbamoyl)-5-fluoro-2-anisidino]-1-propynyl}-1-(2,2,2-trifluoroethyl)-1H-1,3-benzimidazole-4-carboxamide FC1=CC=C(C=C1)CN1C[C@@H]([C@H](CC1)NC(=O)C1=CC(=CC=2N(C=NC21)CC(F)(F)F)C#CCNC=2C(OC)=CC(=C(C2)C(NC)=O)F)C